ClC1=CC=C2C=CC=NC2=C1C=1C=CC(=NC1CC)N 5-(7-chloroquinolin-8-yl)-6-ethylpyridin-2-amine